N-phenyl-N-[(trichloromethyl)thio]benzenesulfonamide C1(=CC=CC=C1)N(S(=O)(=O)C1=CC=CC=C1)SC(Cl)(Cl)Cl